S(N)(OC[C@H]1OC(O[C@@H]1C1=C(C=CC=C1)N)(C)C)(=O)=O ((4R,5R)-5-(2-aminophenyl)-2,2-dimethyl-1,3-dioxolan-4-yl)methyl sulfamate